CC1=CC=C(C=C1)S(=O)(=O)O.C(CCC)C=1OC2=C(N1)C=CC(=C2)C(CN)=CF 2-(2-butylbenzo-[d]oxazol-6-yl)-3-fluoroprop-2-en-1-amine 4-methyl-benzenesulfonate